N-(1-acetylindol-6-yl)-2,6-difluorobenzamide C(C)(=O)N1C=CC2=CC=C(C=C12)NC(C1=C(C=CC=C1F)F)=O